Cl.C(C)(=O)NCCOC1=CC=C(C=C1)C[C@@H](C(=O)O)N (S)-3-(4-(2-acetamidoethoxy)phenyl)-2-aminopropanoic acid hydrochloride